C1(CC1)C#C[C@@]1(NC(NC2=CC(=C(C=C12)F)CN1N=CC(=C1)F)=O)C(C)(F)F (S)-4-(cyclopropylethynyl)-4-(1,1-difluoroethyl)-6-fluoro-7-((4-fluoro-1H-pyrazol-1-yl)methyl)-3,4-dihydroquinazolin-2(1H)-one